C1=CC=CC=2C3=CC=CC=C3C(C12)COC(=O)N[C@H](C(=O)N[C@H](C(=O)N(C)[C@@]1(CN(CCC1)C(=O)OC(C)(C)C)CC1=CC=C(C=C1)Cl)CO)C Tert-butyl (R)-3-((S)-2-((S)-2-((((9H-fluoren-9-yl)methoxy)carbonyl)amino)propanamido)-3-hydroxy-N-methylpropanamido)-3-(4-chlorobenzyl)piperidine-1-carboxylate